COC(=O)C=1OC=CC1C(=O)O.C(#N)[C@H]1N(CSC1)C(CNC(=O)C1=CC=NC2=CC=C(C=C12)N1[C@H]([C@@H](OCC1)C)COC)=O N-(2-((R)-4-cyanothiazolidin-3-yl)-2-oxoethyl)-6-((2s,3s)-3-(methoxymethyl)-2-methylmorpholino)quinoline-4-carboxamide methyl-furan-2,3-dicarboxylate